N1C(C(C2=CC=CC=C12)CC(=O)[O-])=O 2-oxindole-3-acetate